7-(4-(1-(2,3-dichlorophenyl)piperidin-4-yl)butoxy)-3,4-dihydroquinolin-2(1H)-one ClC1=C(C=CC=C1Cl)N1CCC(CC1)CCCCOC1=CC=C2CCC(NC2=C1)=O